ClC=1C=C(C=C(C1C=1CCOCC1)Cl)NC(=O)C1N(CCC2=CC(=CC=C12)S(=O)(=O)CC)C(=O)OC(C)(C)C tert-Butyl 1-((3,5-dichloro-4-(3,6-dihydro-2H-pyran-4-yl)phenyl)carbamoyl)-6-(ethylsulfonyl)-3,4-dihydroisoquinoline-2(1H)-carboxylate